C(C)(C)(C)OC1=NC=2N(C(=C1)N1C[C@H](N(C[C@@H]1C)C(=O)OC(C)(C)C)CC)N=C(C2)CO tert-butyl (2R,5S)-4-(5-(tert-butoxy)-2-(hydroxymethyl) pyrazolo[1,5-a]pyrimidin-7-yl)-2-ethyl-5-methylpiperazine-1-carboxylate